S1C(=CC=C1)CC1=NO[C@@H]2[C@H](O1)C=CN([C@H]2C2=CC(=CC=C2)C(F)(F)F)C(=O)OC |o1:9,10,15| Methyl (4aR*,8S*,8aS*)-3-(thiophen-2-ylmethyl)-8-(3-(trifluoromethyl)phenyl)-8,8a-dihydropyrido[4,3-e][1,4,2]dioxazine-7(4aH)-carboxylate